6-((2-methoxy-4-(1-(oxetan-3-yl)-4-oxido-1,4-azaphosphinan-4-yl)phenyl)amino)-4-(methylamino)-1H-pyrrolo[2,3-b]pyridine-3-carbonitrile COC1=C(C=CC(=C1)P1(CCN(CC1)C1COC1)=O)NC1=CC(=C2C(=N1)NC=C2C#N)NC